3,4-bis(tetradecyloxy)butanoic acid C(CCCCCCCCCCCCC)OC(CC(=O)O)COCCCCCCCCCCCCCC